(S)-3-(benzyl-((R)-1-phenylethyl)amino)-3-(3-bromo-5-fluorophenyl)propanoic acid ethyl ester C(C)OC(C[C@@H](C1=CC(=CC(=C1)F)Br)N([C@H](C)C1=CC=CC=C1)CC1=CC=CC=C1)=O